C(C)C1SC2=C(C=CC=C2C(C1C(C(=O)OCC1=CN=C(N1)N)=O)=O)C(F)(F)F 2-aminoimidazol-5-methanol Ethyl-2-(8-(trifluoromethyl)-4-oxothiochroman-3-yl)-2-oxoacetate